3,3',5,5'-Tetramethyl-4,4'-bis(glycidyloxy)-1,1'-biphenyl CC=1C=C(C=C(C1OCC1CO1)C)C1=CC(=C(C(=C1)C)OCC1CO1)C